C(C)(C)(C)OC(=O)N1[C@H](C[C@@H](C2=CC=CC=C12)NCC=1C(=NC(=NC1)SC)NC)C (2s,4s)-2-methyl-4-[[4-(methylamino)-2-methylsulfanyl-pyrimidin-5-yl]methylamino]-3,4-dihydro-2H-quinoline-1-carboxylic acid tert-butyl ester